3-(5-((3R,4S)-3-fluoro-4-(piperazin-1-yl)piperidin-1-yl)-4-methylpyridin-2-yl)piperidine-2,6-dione F[C@@H]1CN(CC[C@@H]1N1CCNCC1)C=1C(=CC(=NC1)C1C(NC(CC1)=O)=O)C